CN(C)CC1=CC=CC=C1O 6-(dimethylaminomethyl)phenol